C1(=CC=CC=C1)N1N=C2C=CC=CC2=C1NC(N)=O 3-(2-phenyl-2H-indazol-3-yl)urea